5-(2-(3-methoxy-1-methyl-1H-pyrazol-4-yl)pyrazolo[5,1-b]thiazole-7-carboxamido)-6-methylnicotinic acid COC1=NN(C=C1C1=CN2C(S1)=C(C=N2)C(=O)NC=2C(=NC=C(C(=O)O)C2)C)C